5-amino-N-(2,4-dimethoxybenzyl)-2-[4-(2,2,2-trifluoroethyl)-1H-pyrazol-1-yl]Benzenesulfonamide NC=1C=CC(=C(C1)S(=O)(=O)NCC1=C(C=C(C=C1)OC)OC)N1N=CC(=C1)CC(F)(F)F